FC1=COC2=C1C=CC(=C2)CC(C)NCCOC 1-(3-fluorobenzofuran-6-yl)-N-(2-methoxyethyl)propan-2-amine